N-{[(1r,4r)-4-(1,3-benzoxazol-2-yl)cyclohexyl]methyl}-3,5-difluoro-4-hydroxy-benzamide O1C(=NC2=C1C=CC=C2)C2CCC(CC2)CNC(C2=CC(=C(C(=C2)F)O)F)=O